ClC1=C(C(=C2C(=N1)N(C=N2)[C@@H]2[C@@H]([C@@H]([C@H](O2)COCP(O)(O)=O)O)O)N2CC(CC2)(F)F)C#N |&1:10| ((((2R,3S,4R,SR)-5-(5-chloro-6-cyano-7-(3,3-difluoropyrrolidin-1-yl)-3H-imidazo[4,5-b]pyridin-3-yl)-3,4-dihydroxytetrahydrofuran-2-yl)methoxy)methyl)phosphonic acid